C(C)N1C(=CC2=CC=C(C=C12)OC)C1=NC2=C(N1C)C=CC(=C2)C(=O)N2C[C@@H](CCC2)NC(OC(C)(C)C)=O (R)-tert-butyl (1-(2-(1-ethyl-6-methoxy-1H-indol-2-yl)-1-methyl-1H-benzo[d]imidazole-5-carbonyl)piperidin-3-yl)carbamate